2-(3-decyl-5-methylthiophene-2-yl)-7-methylphenanthrene-9,10-dione C(CCCCCCCCC)C1=C(SC(=C1)C)C1=CC=2C(C(C3=CC(=CC=C3C2C=C1)C)=O)=O